C[Si](C)(C)C#CC=1SC=CN1 2-((trimethylsilyl)ethynyl)thiazole